C(C1=CC=CC=C1)[C@H]1N(CC[C@@H]1OC)C1=CC(=CC(N1)=O)N1CCOCC1 6-((2R,3S)-2-benzyl-3-methoxypyrrolidin-1-yl)-4-morpholinopyridin-2(1H)-one